O1C(OCC1)C=1C=C(C=CC1OCC1=CC=C(C=C1)OC)CCNC1CCC2=CC(=CC=C12)N1C(=NC=2C1=NC(=CC2)C2=CC=CC=C2)C=2C(=NC=CC2)N 3-{3-[1-({2-[3-(1,3-dioxolan-2-yl)-4-[(4-methoxyphenyl)methoxy]phenyl]ethyl}amino)-2,3-dihydro-1H-inden-5-yl]-5-phenylimidazo[4,5-b]pyridin-2-yl}pyridin-2-amine